1,1'-oxybisbenzene O(C1=CC=CC=C1)C1=CC=CC=C1